FC(C(=O)C1=CC=C2C=NN(C2=C1)CC(F)(F)F)F 2,2-difluoro-1-[1-(2,2,2-trifluoroethyl)indazol-6-yl]ethanone